BrC=1C=2C=C3N(C2C(=C(C1)Cl)Cl)CCNC3=O 9-bromo-6,7-dichloro-3,4-dihydropyrazino[1,2-a]indol-1(2H)-one